3-(1,1-dioxo-1,4-thiazinan-4-yl)-2,2-dimethyl-propionic acid O=S1(CCN(CC1)CC(C(=O)O)(C)C)=O